FC1=CC(=C(C=C1)C=CC(=O)N)C 3-(4-fluoro-2-methylphenyl)acrylamide